C(C(=C)C)(=O)OCCC[Si](O[Si](C)(C)C)(O[Si](C)(C)C)O[Si](C)(C)C 3-(methacryloxy)propyl-tris(trimethylsiloxy)silane